Cl.C(C)(C)(C)OC([C@H](C)N)=O (S)-2-aminopropionic acid tert-butyl ester hydrochloride